C(C=C)(=O)N1CCN(CC1)C1=C(C(N(C2=NC(=C(C=C12)Cl)C1=C(C(=C(C(=C1F)F)F)N)Cl)C=1C(=NC=CC1C)C(C)C)=O)C#N (P)-4-(4-propenoylpiperazin-1-yl)-7-(3-amino-2-chloro-4,5,6-trifluorophenyl)-6-chloro-1-(2-isopropyl-4-methylpyridin-3-yl)-2-oxo-1,2-dihydro-1,8-naphthyridine-3-carbonitrile